N,N'-bis-(1,2,2,6,6-pentamethyl-4-piperidinyl)hexamethylenediamine CN1C(CC(CC1(C)C)NCCCCCCNC1CC(N(C(C1)(C)C)C)(C)C)(C)C